Dibenzyl (3,6,9,12,15-pentaoxaheptadecane-1,17-diyl)dicarbamate C(COCCOCCOCCOCCOCCNC(OCC1=CC=CC=C1)=O)NC(OCC1=CC=CC=C1)=O